N[C@@H]1CC[C@H](CC1)N1CC(C(CC1)C1=C(C=C(C=C1)NC1C(NC(CC1)=O)=O)F)(F)F trans-3-((4-(1-(4-aminocyclohexyl)-3,3-difluoropiperidin-4-yl)-3-fluorophenyl)amino)piperidine-2,6-dione